NC1=C(C(=NN1C(C(F)(F)F)C)C1=NC=C(C=C1)B1OC(C(O1)(C)C)(C)C)C#N 5-Amino-3-[5-(4,4,5,5-tetramethyl-1,3,2-dioxaborolan-2-yl)pyridin-2-yl]-1-(1,1,1-trifluoropropan-2-yl)pyrazole-4-carbonitrile